cis-2-(trifluoromethoxy)tetrahydro-1H-pyrrolizine FC(OC1CC2=CCCN2C1)(F)F